CC=1C=C(C=CC1C(F)(F)F)C=1NC(C=2N(C1)N=C(C2C(F)(F)F)C(=O)OCC)=O Ethyl 6-[3-methyl-4-(trifluoromethyl)phenyl]-4-oxo-3-(trifluoromethyl)-4,5-dihydropyrazolo-[1,5-a]pyrazine-2-carboxylate